FCCN1C(=NC=2C1=NC(=CC2)C=2C=CN1N=C(N=CC12)N[C@@H]1C[C@H](C1)N1CCN(CC1)C)C 5-(3-(2-fluoroethyl)-2-methyl-3H-imidazo[4,5-b]pyridin-5-yl)-N-(trans-3-(4-methylpiperazin-1-yl)cyclobutyl)pyrrolo[2,1-f][1,2,4]triazin-2-amine